NC(C)CCCC 2-aminohexane